FC1=CC(=C(C=C1)NC(=O)N[C@@H](C)C=1N(N=CN1)C1=NC=CC=N1)C(F)(F)F 1-[4-fluoro-2-(trifluoromethyl)phenyl]-3-[(1S)-1-(2-pyrimidin-2-yl-1,2,4-triazol-3-yl)ethyl]urea